ClC=1C=C(C=CC1OC(F)(F)F)N1C(=NC2=C1C=C(C=C2)C(=O)OC)C#C[Si](C(C)C)(C(C)C)C(C)C Methyl 1-(3-chloro-4-(trifluoromethoxy)phenyl)-2-((triisopropylsilyl)ethynyl)-1H-benzo[d]imidazole-6-carboxylate